4,4'-bis[3',5'-bis(trifluoromethyl)phenyl]-2,2'-dinitro-1,1'-biphenyl FC(C=1C=C(C=C(C1)C(F)(F)F)C1=CC(=C(C=C1)C1=C(C=C(C=C1)C1=CC(=CC(=C1)C(F)(F)F)C(F)(F)F)[N+](=O)[O-])[N+](=O)[O-])(F)F